COC(=O)C=1SC=CC1NC(CC(=O)OC)=O 3-(3-methoxy-3-oxopropanamido)thiophene-2-carboxylic acid methyl ester